ClC1=C(C=CC=C1)C1=C(C(=CC=C1)B1OC(C(O1)(C)C)(C)C)Cl 2,2'-dichloro-3'-(4,4,5,5-tetramethyl-1,3,2-dioxaborolan-2-yl)-[1,1'-biphenyl]